4-(4,6-Diphenyl-1,3,5-triazin-2-yl)-2-(4,4,5,5-tetramethyl-1,3,2-dioxaborolan-2-yl)benzonitrile C1(=CC=CC=C1)C1=NC(=NC(=N1)C1=CC=CC=C1)C1=CC(=C(C#N)C=C1)B1OC(C(O1)(C)C)(C)C